(αR,βS)-α-(4-Hydroxyphenyl)-β-methyl-4-(phenylmethyl)-1-piperidinepropanol OC1=CC=C(C=C1)[C@@H]([C@H](CN1CCC(CC1)CC1=CC=CC=C1)C)O